NC1=CC(=C(CC=2C=CC(N(N2)CCC)=O)C(=C1)Cl)Cl 6-(4-Amino-2,6-dichlorobenzyl)-2-propylpyridazin-3(2H)-one